C(=O)(OC(C)(C)C)NCCCCCCC(=O)O N-Boc-7-amino-heptanoic acid